C(C)SC(NCCC[Si](OC)(OC)OC)(N(CC)CC)C[Si](OC)(OC)OC trimethoxysilylmethyl-(diethylamino)(trimethoxysilylpropylamino)methyl ethyl sulfide